O4-ethyl 4-[(2-chlorothiazol-5-yl)methyl]piperidine-1,4-dicarboxylate ClC=1SC(=CN1)CC1(CCN(CC1)C(=O)[O-])C(=O)OCC